N1CCOCC1C(=O)O 5-morpholinecarboxylic acid